COCC(COC(C)COC(C)COC(C)COC(C)COC(C)COC(C)COC(C)COC(C)COC(C)COC(C)COC(C)CO)O methoxydodecapropylene glycol